2,2'-methylenebis(5,6-dihydro-4H-1,3-oxazine) C(C=1OCCCN1)C=1OCCCN1